oxathiazocine O1SN=CC=CC=C1